N(C(=N)N)C1=NC=CC=C1 guanidinopyridine